1-(1-(4-Hydroxyphenyl)-2,5-dimethyl-1H-pyrrol-3-yl)-2-(piperidin-1-yl)ethanone OC1=CC=C(C=C1)N1C(=C(C=C1C)C(CN1CCCCC1)=O)C